COC(=O)C1=CC=2C3=C(COC2C=C1C1=C(C=C(C(=C1)OC)C=1SC=CC1)C(NC1=CC2=C(NC(=N2)N)C=C1)=O)C(=C(S3)C)C.C3(CCCCC3)[O].[O] oxygen cyclohexyl-oxygen methyl-7-(2-((2-amino-1H-benzo[d]imidazol-5-yl)carbamoyl)-5-methoxy-4-(thiophen-2-yl)phenyl)-2,3-dimethyl-4H-thieno[3,2-c]chromene-8-carboxylate